C(#N)C1=NNC2=NC=C(C=C21)OCC=2C(=C(C=CC2F)C2=C(C(=NC=C2F)OC)S(=O)(=O)N)F (3-(((3-cyano-1H-pyrazolo[3,4-b]pyridin-5-yl)oxy)methyl)-2,4-difluorophenyl)-5-fluoro-2-methoxypyridine-3-sulfonamide